(S)-4-(8-amino-3-(5-azaspiro[2.4]heptane-6-yl)imidazo[1,5-a]pyrazin-1-yl)-3-fluoro-N-(4-phenylpyridin-2-yl)benzamide NC=1C=2N(C=CN1)C(=NC2C2=C(C=C(C(=O)NC1=NC=CC(=C1)C1=CC=CC=C1)C=C2)F)[C@H]2NCC1(CC1)C2